BrC=1C2(C3=CC=CC=C3C1)CCC(CC2)(C(=O)O)NC2=CC(=CC=C2)C(F)(F)F (1s,4s)-2'-bromo-4-[3-(trifluoromethyl)anilino]spiro[cyclohexane-1,1'-indene]-4-carboxylic acid